methylolstearamide CCCCCCCCCCCCCCCCCC(=O)NCO